N-[amino(4-nitrophenyl)methylene]-4-(methyl)benzenesulfonamide NC(=NS(=O)(=O)C1=CC=C(C=C1)C)C1=CC=C(C=C1)[N+](=O)[O-]